OCCCCC#C 6-hydroxyhex-1-yn